5-((4,4-bis(octyloxy)butanoyl)oxy)-3-((4-(pyrrolidin-1-yl)butanoyl)oxy)pentyl (9Z,12Z)-octadeca-9,12-dienoate C(CCCCCCC\C=C/C\C=C/CCCCC)(=O)OCCC(CCOC(CCC(OCCCCCCCC)OCCCCCCCC)=O)OC(CCCN1CCCC1)=O